methyl 3-(9-((4-(((tert-butoxycarbonyl)amino)methyl)-2,6-dimethylphenyl)carbamoyl)-4,5-dihydrobenzo[b]thieno[2,3-d]oxepin-8-yl)-6-(3,3-dimethylazetidine-1-carbonyl)picolinate C(C)(C)(C)OC(=O)NCC1=CC(=C(C(=C1)C)NC(=O)C1=CC2=C(OCCC3=C2SC=C3)C=C1C=1C(=NC(=CC1)C(=O)N1CC(C1)(C)C)C(=O)OC)C